(R)-3-(3-(6-(2-((3-Ethoxy-1-methyl-1H-pyrazol-4-yl)amino)pyrimidin-4-yl)pyridin-2-yl)isoxazol-5-yl)-3-hydroxy-1-methylpyrrolidin-2-one C(C)OC1=NN(C=C1NC1=NC=CC(=N1)C1=CC=CC(=N1)C1=NOC(=C1)[C@]1(C(N(CC1)C)=O)O)C